2-oxoacetic acid ethyl ester C(C)OC(C=O)=O